(6-(3-cyclopropyl-1H-1,2,4-triazol-1-yl)-2-azaspiro[3.3]heptan-2-yl)(3-((6-(trifluoromethyl)pyrimidin-4-yl)oxy)azetidin-1-yl)methanone C1(CC1)C1=NN(C=N1)C1CC2(CN(C2)C(=O)N2CC(C2)OC2=NC=NC(=C2)C(F)(F)F)C1